4-[2-ethyl-4-[5-methyl-3-(4-pyridyl)-1H-pyrazol-4-yl]phenyl]benzenesulfonamide C(C)C1=C(C=CC(=C1)C=1C(=NNC1C)C1=CC=NC=C1)C1=CC=C(C=C1)S(=O)(=O)N